CC1C(C(CC(C1)C)C(CC1C(=O)NC(CC1)=O)O)=O [2-(3,5-dimethyl-2-oxocyclohexyl)-2-hydroxyethyl]glutarimide